3-methyl-7-(((S)-3-methylpiperidin-1-yl)methyl)-1H-pyrazolo[4,3-b]pyridine-5-carboxamide CC1=NNC=2C1=NC(=CC2CN2C[C@H](CCC2)C)C(=O)N